COC(=O)C1=CN=C(S1)C1=NC=CN=C1[C@@H](C)N |r| (rac)-2-{3-[1-aminoethyl]pyrazin-2-yl}-1,3-thiazole-5-carboxylic acid methyl ester